O=C1N(CC=C1)C(=O)OC(C)(C)C t-butyl 2-oxo-3-pyrroline-1-carboxylate